[Cl-].C(CCC)N1C(=[N+](C=C1)C1=NC=CC(=C1)CCCC)C 1-butyl-2-methyl-3-p-butylpyridinylimidazolium chloride salt